6-methoxy-N2-(2-methoxyethyl)-N4-(5-methyl-1H-pyrazol-3-yl)-7-(3-(pyrrolidin-1-yl)propoxy)quinazolin-2,4-diamine COC=1C=C2C(=NC(=NC2=CC1OCCCN1CCCC1)NCCOC)NC1=NNC(=C1)C